trans-4-[(6-cyano-4-fluoro-indazol-1-yl)methyl]cyclohexanecarboxylic acid C(#N)C1=CC(=C2C=NN(C2=C1)C[C@@H]1CC[C@H](CC1)C(=O)O)F